2-allyl-6-[m-(1-imidazolyl)phenylamino]-1-[6-(4-piperidyloxy)-2-pyridyl]-1,2-dihydro-3H-1,2,5,7-tetraazainden-3-one C(C=C)N1N(C2=NC(=NC=C2C1=O)NC1=CC(=CC=C1)N1C=NC=C1)C1=NC(=CC=C1)OC1CCNCC1